(R)-7-((6-((dimethylamino)-methyl)-5-(tetrahydrofuran-3-yl)pyridin-2-yl)amino)-4-(6-fluoropyrazolo[1,5-a]pyridin-3-yl)isoindolin-1-one CN(C)CC1=C(C=CC(=N1)NC=1C=CC(=C2CNC(C12)=O)C=1C=NN2C1C=CC(=C2)F)[C@@H]2COCC2